CC1=NC=CC(=C1)NC=1C=C(C(=O)NC2=CC(=CC=C2)NC2=CC(=NC=C2)C)C=CC1 3-((2-methylpyridin-4-yl)amino)-N-(3-((2-methylpyridin-4-yl)amino)phenyl)benzamide